triisopropylBiphenyl CC(C)C1=C(C(=C(C=C1)C2=CC=CC=C2)C(C)C)C(C)C